8-fluoro-6-(1-(8-isobutyl-8-azabicyclo[3.2.1]octan-3-yl)piperidin-4-yl)-2-(4-(methylsulfonyl)phenyl)imidazo[1,2-a]pyridine FC=1C=2N(C=C(C1)C1CCN(CC1)C1CC3CCC(C1)N3CC(C)C)C=C(N2)C2=CC=C(C=C2)S(=O)(=O)C